4-Ethyl-2-(1-naphthyl)-1,2,4-thiadiazole-3,5-dione C(C)N1C(N(SC1=O)C1=CC=CC2=CC=CC=C12)=O